NC1=NC(=C(C=2N1N=C(N2)CN2N=NN=C2C=2C=NC=CC2)C2=NC=NC=C2)C=2C=C(C#N)C=CC2 3-(5-amino-2-((5-(pyridin-3-yl)-1H-tetrazol-1-yl)methyl)-8-(pyrimidin-4-yl)-[1,2,4]triazolo[1,5-c]pyrimidin-7-yl)benzonitrile